NN1C(=NC(=C1C(=O)N)C1=CC=C(C=C1)C(NC1=NC=C(C=C1)C)=O)[C@H]1N(CCC1)C(C#CC)=O (S)-1-Amino-2-(1-(but-2-ynoyl)pyrrolidin-2-yl)-4-(4-((5-methylpyridin-2-yl)carbamoyl)phenyl)-1H-imidazol-5-carboxamid